(trans)-3-[[2-[(2-hydroxy-3-methyl-1,2-benzoxaborinin-6-yl)amino]-5-methyl-pyrimidin-4-yl]amino]tetrahydropyran-4-carbonitrile OB1OC2=C(C=C1C)C=C(C=C2)NC2=NC=C(C(=N2)N[C@@H]2COCC[C@H]2C#N)C